Cl.NC12CCC(CC1)(CC2)NC(COC2=CC(=C(C=C2)Cl)F)=O N-(4-aminobicyclo[2.2.2]oct-1-yl)-2-(4-chloro-3-fluorophenoxy)acetamide hydrochloride